ClC1=CC=C(CNC(=O)NC2=CC=C(C=C2)CN([C@H]2C(NCC2)=O)C)C=C1 (R)-1-(4-chlorobenzyl)-3-(4-((methyl(2-oxopyrrolidin-3-yl)amino)methyl)phenyl)urea